3-tetrahydropyran-2-yl-7-(2,2,2-trifluoroethyl)-7,8,9,10-tetrahydrocyclohepta[e]indazol-6-one O1C(CCCC1)N1N=CC=2C3=C(C=CC12)C(C(CCC3)CC(F)(F)F)=O